ClC=1C(=CC=2N(N1)C(=NN2)C2=NOC(=C2)C)OCC2CC2 6-chloro-7-cyclopropylmethoxy-3-(5-methyl-isoxazol-3-yl)-[1,2,4]Triazolo[4,3-b]Pyridazine